FC(C(=O)O)(F)F.FC(C(=O)O)(F)F.FC(C(=O)O)(F)F.COC(=O)C1CCN(CC1)C(C(CCCC)NC([C@@H](CCCCCF)NC([C@@H](CC1=CC=CC=C1)N)=O)=O)=O [2-[[(2R)-2-[[(2R)-2-amino-3-phenyl-propionyl]amino]-7-fluoro-heptanoyl]amino]hexanoyl]piperidine-4-carboxylic acid methyl ester Tritrifluoroacetate